(3-chloro-2,4-difluorophenyl)magnesium bromide ClC=1C(=C(C=CC1F)[Mg]Br)F